[N+](=O)([O-])C1=C(C(=O)NC1=O)C1=CC=CC=C1 nitryl-phenyl-maleimide